C(C1=CC=CC=C1)SCCNC(=O)C1OCCCC1 N-[2-(benzylsulfanyl)ethyl]oxane-2-carboxamide